2-(phenylamino)ethyl (S)-6-diazo-2-((S)-2-methoxypropanamido)-5-oxohexanoate [N+](=[N-])=CC(CC[C@@H](C(=O)OCCNC1=CC=CC=C1)NC([C@H](C)OC)=O)=O